P(=O)([O-])([O-])[O-].[V+5].[V+5].[V+5].[Na+] sodium trivanadium phosphate